FC1=C(C=CC=C1NS(=O)(=O)NC)CN1C(OC2=C(C1)C=CC(=C2)N2C(C=CC=C2)=O)=O 3-{[2-fluoro-3-(methylaminosulfonylamino)phenyl]methyl}-7-(2-oxo-1-pyridyl)-3,4-dihydro-2H-1,3-benzoxazin-2-one